C(#C)C=1C=NC=C(C1)N1CCCC1 3-ethynyl-5-(pyrrolidin-1-yl)pyridine